O=C1C(NC(C1)(C)C)(C)C 3-oxo-2,2,5,5-tetramethyl-pyrrolidine